meta-vinyl-phenol C(=C)C=1C=C(C=CC1)O